NC1=C(C=C(N=N1)C1=C(C=CC=C1)O)O[C@@H]1CN(CCC1)C1=CC=C(C=C1)N1CCN(CC1)CCOCCCCCCN=[N+]=[N-] 2-[6-amino-5-[[(3S)-1-[4-[4-[2-(6-azidohexoxy)ethyl]piperazin-1-yl]phenyl]-3-piperidyl]oxy]pyridazin-3-yl]phenol